4-(2-chlorophenyl)-5-(6-methoxypyridin-3-yl)-2-methyloxazole ClC1=C(C=CC=C1)C=1N=C(OC1C=1C=NC(=CC1)OC)C